N-(5-((6-(1H-indol-1-yl)pyrimidin-4-yl)amino)-2-((2-(dimethylamino)ethyl)(methyl)amino)-4-methoxyphenyl)acrylamide N1(C=CC2=CC=CC=C12)C1=CC(=NC=N1)NC=1C(=CC(=C(C1)NC(C=C)=O)N(C)CCN(C)C)OC